COC1(CC(C1)(O)C1=CC2=NC(=CC=C2S1)C1=CC=2C(N=C1)=NN(C2)C)C 3-methoxy-3-methyl-1-(5-(2-methyl-2H-pyrazolo[3,4-b]pyridin-5-yl)thieno[3,2-b]pyridin-2-yl)cyclobutanol